5-Bromo-3-(ethylsulfanyl)pyridine-2-carboxamidine BrC=1C=C(C(=NC1)C(=N)N)SCC